2,6-dihydroxy-N-(isoxazol-3-ylmethyl)-N,5'-dimethyl-4-pentyl-2'-(prop-1-en-2-yl)-[1,1'-biphenyl]-3-carboxamide OC1=C(C(=CC(=C1C(=O)N(C)CC1=NOC=C1)CCCCC)O)C1=C(C=CC(=C1)C)C(=C)C